tert-butyl (2-((7-chloro-4-(2-chloro-5-fluorophenoxy)-5-(3-fluoro-5-(trifluoromethyl)benzamido)-1-methyl-1H-indazol-3-yl)amino)-2-oxoethyl)carbamate ClC=1C=C(C(=C2C(=NN(C12)C)NC(CNC(OC(C)(C)C)=O)=O)OC1=C(C=CC(=C1)F)Cl)NC(C1=CC(=CC(=C1)C(F)(F)F)F)=O